4-((2S,SR)-2,5-dimethyl-4-(1-(3-(trifluoromethyl)bicyclo[1.1.1]pentan-1-yl)propyl)piperazin-1-yl)-1-methyl-2-oxo-1,2-dihydropyrido[3,2-d]pyrimidine-6-carbonitrile C[C@@H]1N(C[C@@H](N(C1)C(CC)C12CC(C1)(C2)C(F)(F)F)C)C=2C1=C(N(C(N2)=O)C)C=CC(=N1)C#N |&1:4|